N-acetylneuraminic acid potassium salt [K+].C(C)(=O)N[C@@H]1[C@H](CC(C([O-])=O)(O)O[C@H]1[C@H](O)[C@H](O)CO)O